C(C1=CC=CC=C1)OC([C@@H](N)CC1=CC(=C(C=C1)O)C=O)=O 3-formyl-L-tyrosine benzyl ester